CS(=O)(=O)O.COC1=C(C=CC=C1C1=NN(C=N1)C([2H])([2H])[2H])NC1=CC(=NC=C1C(CC([2H])([2H])[2H])=O)C1(CC1)C(=O)N (4-((2-methoxy-3-(1-(methyl-d3)-1H-1,2,4-triazol-3-yl)phenyl)amino)-5-(propanoyl-3,3,3-d3)pyridin-2-yl)cyclopropanecarboxamide, methanesulfonic acid salt